N-(5-(cyclopropylethynyl)-1,3,4-thiadiazol-2-yl)-6-(2-(difluoromethyl)-5-methoxypyridin-4-yl)-[1,2,4]triazolo[1,5-a]pyridine-7-carboxamide C1(CC1)C#CC1=NN=C(S1)NC(=O)C1=CC=2N(C=C1C1=CC(=NC=C1OC)C(F)F)N=CN2